N(=[N+]=[N-])[C@H]1C(O[C@@H]([C@H](C1)OCC1=CC=CC=C1)CN=[N+]=[N-])O (3R,5S,6R)-3-azido-6-(azidomethyl)-5-benzyloxy-tetrahydropyran-2-ol